COC(=O)C1CC2=C(CN1C(=O)OC(C)(C)C)NC=N2 3,4,6,7-tetrahydro-5H-imidazo[4,5-c]pyridine-5,6-dicarboxylic acid 5-(tert-butyl) 6-methyl ester